2-methyltetrahydro-2H-pyran-3-yl-4-methylbenzenesulfonate CC1OCCCC1OS(=O)(=O)C1=CC=C(C=C1)C